ClC1=CC(=CC=C1)\C=C(/F)\S(=O)(=O)C1=CC=CC=C1 (E)-1-chloro-3-[2-fluoro(2-benzenesulfonyl)ethenyl]-benzene